FC=1C=CC(=NC1)C1=NN2C(OCCC2)=C1C1=CC(=NC=C1)NC(C)=O N-(4-(2-(5-Fluoropyridin-2-yl)-6,7-dihydro-5H-pyrazolo[5,1-b][1,3]oxazin-3-yl)pyridin-2-yl)acetamide